CSC=1C(=CC2=CC=CC=C2C1)C1=NC2=CC=CC=C2C=C1 2-(3-(methylthio)naphthalen-2-yl)quinoline